C(#N)C1=C(N=C2N(C1=O)C=C(C=C2[C@@H](C)NC2=C(C(=O)O)C=CC=C2)C)N2CC1=C(CC2)SC=N1 (R)-2-((1-(3-cyano-2-(6,7-dihydrothiazolo[4,5-c]pyridin-5(4H)-yl)-7-methyl-4-oxo-4H-pyrido[1,2-a]pyrimidin-9-yl)ethyl)amino)benzoic acid